trans-N-(3-(2,6-dimethoxyphenyl)-1-((2-(trimethylsilyl)ethoxy)methyl)-1H-pyrrolo[2,3-b]pyridin-6-yl)-3(S)-fluoro-2-formylcyclopropane-1-carboxamide COC1=C(C(=CC=C1)OC)C1=CN(C2=NC(=CC=C21)NC(=O)C2C([C@@H]2F)C=O)COCC[Si](C)(C)C